C(CCCC)(=O)OC[C@]1(O[C@H](C[C@@H]1O)N1C2=NC(=NC(=C2N=C1)NC(CCCCCCCCCCC)=O)F)C#C [(2R,3S,5R)-5-(6-dodecanamido-2-fluoro-9H-purin-9-yl)-2-ethynyl-3-hydroxyoxolan-2-yl]methyl pentanoate